C(#N)C(CC#N)OCC 1,2-dicyanoethoxyethane